6-(8-chloro-4-((5-(methylthio)pyridin-3-yl)methyl)-5,6-dihydro-4H-[1,4]oxazepino[5,6,7-de]quinazolin-9-yl)-4-methyl-5-(trifluoromethyl)pyridin-2-amine ClC1=C2C=3C(=NC=NC3C=C1C1=C(C(=CC(=N1)N)C)C(F)(F)F)N(CCO2)CC=2C=NC=C(C2)SC